CN(C(=O)C1CC(C1)C(=O)O)[C@H](C(F)(F)F)C1=CC=C(C=C1)NC=1C=NN(C1C(F)(F)F)C1=NC=CC=C1 (1s,3s)-3-{methyl[(1S)-2,2,2-trifluoro-1-(4-{[1-(pyridin-2-yl)-5-(trifluoromethyl)-1H-pyrazol-4-yl]amino}phenyl)ethyl]carbamoyl}cyclobutane-1-carboxylic acid